2-fluoro-4-(((3S,4R)-4-hydroxy-4-(hydroxymethyl)-1-((6-methylpyridazin-3-yl)sulfonyl)pyrrolidin-3-yl)oxy)-5-isobutoxybenzonitrile FC1=C(C#N)C=C(C(=C1)O[C@H]1CN(C[C@]1(CO)O)S(=O)(=O)C=1N=NC(=CC1)C)OCC(C)C